C(C)N1N=CC=C1C(CNC(OC(C)(C)C)=O)=O tert-butyl [2-(1-ethyl-1H-pyrazol-5-yl)-2-oxoethyl]carbamate